N1CC(CC1)CCNC {[2-(tetrahydro-1H-pyrrol-3-yl)ethyl]amino}methane